C(C(=C)C)(=O)OCC(C)OC(C(=C)C)=O propane-1,2-diol dimethacrylate